5-[4-(3-benzyloxy-pyrrolidin-1-yl)thieno[2,3-d]pyrimidin-6-yl]-1H-pyrimidine-2,4-dione C(C1=CC=CC=C1)OC1CN(CC1)C=1C2=C(N=CN1)SC(=C2)C=2C(NC(NC2)=O)=O